C1(CC1)C1=C(C(=NO1)C1=C(C=NC=C1Cl)Cl)COC12CCC(CC1)(CC2)COC2=NN(C=C2)CC2CC2 3-((4-((5-Cyclopropyl-3-(3,5-dichloropyridin-4-yl)isoxazol-4-yl)methoxy)bicyclo[2.2.2]octan-1-yl)methoxy)-1-(cyclopropylmethyl)-1H-pyrazol